COC1=C(C=CC=C1)C=1OCC(N1)(C)C 2-(2'-methoxyphenyl)-4,4-dimethyl-2-oxazoline